N1(CCC1)C(=O)C=1C=C(C=2N(C1)C(=C(N2)C)C)NCC2=C(C=CC=C2C)C azetidin-1-yl{8-[(2,6-dimethylbenzyl)amino]-2,3-dimethyl-imidazo[1,2-a]pyridin-6-yl}methanone